ethyl 3-(3-bromo-5-fluoropyridin-2-yl)-1,2-thiazole-5-carboxylate BrC=1C(=NC=C(C1)F)C1=NSC(=C1)C(=O)OCC